1-(1-acryloylpiperidin-4-yl)-3-((3,5-dimethoxyphenyl)ethynyl)-1H-pyrazole-4-carboxamide C(C=C)(=O)N1CCC(CC1)N1N=C(C(=C1)C(=O)N)C#CC1=CC(=CC(=C1)OC)OC